N,N-dimethylamino-3-propylamine CNN(NC)CCC